1,1,1,3,3,3-Hexafluoropropan-2-yl (S)-1-(pyrazin-2-ylcarbamoyl)-6-azaspiro[2.5]octan-6-carboxylat N1=C(C=NC=C1)NC(=O)[C@H]1CC12CCN(CC2)C(=O)OC(C(F)(F)F)C(F)(F)F